NC1=C(C=C(C(=C1)C)N)C 2,5-diamino-1,4-dimethylbenzene